3-cyclopropyl-2-(1-methyl-2-oxo-5-(2-oxoethyl)-1,2-dihydropyridin-3-yl)propionitrile C1(CC1)CC(C#N)C=1C(N(C=C(C1)CC=O)C)=O